C(C)N1C[C@@H](CCC1)NC=1OC=2C(=NC(=CC2)C2=C(C=C(C=C2F)C(F)(F)F)O)N1 2-[2-[[(3R)-1-Ethyl-3-piperidyl]amino]oxazolo[4,5-b]pyridin-5-yl]-3-fluoro-5-(trifluoromethyl)phenol